indolyl-methylquinoline 3,5-di-tert-butyl-4-hydroxy-octyl-phenylpropionate 3,5-di-tert-butyl-4-hydroxy-iso-tridecyl-phenylpropionate C(C)(C)(C)C(CCOC(C(C)C1=CC=CC=C1)=O)C(C(CCCCCC(C)C)C(C)(C)C)O.C(C)(C)(C)C(CCOC(C(C)C1=CC=CC=C1)=O)C(C(CCC)C(C)(C)C)O.N1C(=CC2=CC=CC=C12)C=1C(=NC2=CC=CC=C2C1)C